C1(CC1)N1N=C(N=C1)C=1C=C(C(=O)OC)C=CC1OC Methyl 3-(1-cyclopropyl-1H-1,2,4-triazol-3-yl)-4-methoxybenzoate